CSCCN1CCN(CCN(CCN(CCC1)CCSC)CCSC)CCSC 1,4,7,10-tetrakis[2-(methylsulfanyl)ethyl]-1,4,7,10-tetrazacyclotridecane